C(#N)C(=C(O)C1=CC=C(C=C1)CC(=O)NC1=CC(=NO1)C12CCC(CC1)(C2)C(F)(F)F)C#N 2-[4-(2,2-Dicyano-1-hydroxyeth-1-en-1-yl)phenyl]-N-[3-[4-(trifluoromethyl)bicyclo[2.2.1]heptan-1-yl]-1,2-oxazol-5-yl]acetamide